methyl 4-pyridazin-3-ylsulfinylbenzoate N1=NC(=CC=C1)S(=O)C1=CC=C(C(=O)OC)C=C1